N1CC(C1)C1N(CCCC1)C 2-(azetidin-3-yl)-1-methyl-piperidine